(1-{2-Fluoro-4-[(1S)-2-(3-fluoro-2-hydroxyphenyl)-3-oxo-2-azaspiro[3.4]octan-1-yl]-5-methoxyphenyl}piperidin-4-yl)acetaldehyde FC1=C(C=C(C(=C1)[C@@H]1N(C(C12CCCC2)=O)C2=C(C(=CC=C2)F)O)OC)N2CCC(CC2)CC=O